O=C1C=CC=C(N1)C1=CC=CC2=C1OC(CO2)CNC(=O)C=2OC(=CC2)CN2CCN(CC2)C 5-(4-Methyl-piperazin-1-ylmethyl)-furan-2-carboxylic acid [8-(6-oxo-1,6-dihydro-pyridin-2-yl)-2,3-dihydro-benzo[1,4]dioxin-2-ylmethyl]-amide